[Br-].C(CCCC)[NH3+] pentanyl-ammonium bromide